2-((2S,4R)-4-Amino-1-(3-chlorochinolin-6-carbonyl)pyrrolidin-2-yl)-N-((S)-6-guanidino-1-(methylamino)-1-oxohexan-2-yl)thiazol-4-carboxamid N[C@@H]1C[C@H](N(C1)C(=O)C=1C=C2C=C(C=NC2=CC1)Cl)C=1SC=C(N1)C(=O)N[C@H](C(=O)NC)CCCCNC(=N)N